((R)-1-((cis)-4-(6-fluoroquinolin-4-yl)cyclohexyl)propan-2-yl)oxazol FC=1C=C2C(=CC=NC2=CC1)[C@H]1CC[C@H](CC1)C[C@@H](C)C=1OC=CN1